2',9'-dibromo-3,3,3'',3''-tetrakis(bromomethyl)dispiro[cyclobutane-1,11'-indeno[2,1-a]fluorene-12',1''-cyclobutane] BrC=1C=C2C(=CC1)C=1C(=C3C4(C5=CC(=CC=C5C3=CC1)Br)CC(C4)(CBr)CBr)C24CC(C4)(CBr)CBr